(S)-2-((2-methyl-2H-pyrazolo[4,3-d]pyrimidin-7-yl)amino)-4-((2-phenoxyethyl)(4-(5,6,7,8-tetrahydro-1,8-naphthyridin-2-yl)butyl)amino)butanoic acid CN1N=C2C(N=CN=C2N[C@H](C(=O)O)CCN(CCCCC2=NC=3NCCCC3C=C2)CCOC2=CC=CC=C2)=C1